1-{4-[(S)-4-(2,3-Dihydro-[1,4]dioxino[2,3-b]pyridin-3-yl)-benzyl]-piperazin-1-yl}-2-hydroxy-ethanone O1C[C@@H](OC2=NC=CC=C21)C2=CC=C(CN1CCN(CC1)C(CO)=O)C=C2